N[C@H](C(=O)O)[C@@H](CCC1=CC=CC=C1)O (2s,3r)-2-amino-3-hydroxy-5-phenylpentanoic acid